3-((dimethylamino)methyl)-4-hydroxy-4-(3-methoxyphenyl)-N-(thiophen-2-yl)piperidine-1-carboxamide CN(C)CC1CN(CCC1(C1=CC(=CC=C1)OC)O)C(=O)NC=1SC=CC1